6-(2-chloro-4-(6-methylpyrazin-2-yl)phenyl)-2-(methylthio)-8,9-dihydroimidazo[1',2':1,6]pyrido[2,3-d]pyrimidine ClC1=C(C=CC(=C1)C1=NC(=CN=C1)C)C1=CC2=C(N=C(N=C2)SC)N2C1=NCC2